1-acetyl-4'-amino-5'-(2-aminobenzo[d]oxazol-5-yl)spiro[azetidine-3,7'-pyrrolo[3,2-d]pyrimidin]-6'(5'H)-one C(C)(=O)N1CC2(C(N(C3=C2N=CN=C3N)C=3C=CC2=C(N=C(O2)N)C3)=O)C1